BrC=1C(=C(C(=CC1)NCC1CC1)N)C 4-bromo-N1-(cyclopropylmethyl)-3-methylbenzene-1,2-diamine